C(C)(C)(C)OC(=O)N1CC(CC1)(C)OC([2H])([2H])[2H] 3-(methoxy-d3)-3-methylpyrrolidine-1-carboxylic acid tert-butyl ester